ClC1=C(C=CC(=C1)Cl)NC1=NC(=CC(=N1)OCC1=C(C=CC=C1)C(C(=O)[O-])=COC)C(F)(F)F 2-[[[2-[(2,4-dichlorophenyl)amino]-6-(trifluoromethyl)-4-pyrimidinyl]oxy]methyl]-α-(methoxymethylene)benzeneacetate